3,8-diazabicyclo[3.2.1]octane-6,7-diol C12CNCC(C(C1O)O)N2